1-((((2S,3R)-3-(3,3-difluorobutyl)-2-fluoro-5-(3-fluorophenyl)-1,1-dioxido-7-(trifluoromethyl)-2,3,4,5-tetrahydrobenzo[b][1,4]thiazepin-8-yl)oxy)methyl)cyclopropane-1-carboxylic acid FC(CC[C@@H]1CN(C2=C(S([C@@H]1F)(=O)=O)C=C(C(=C2)C(F)(F)F)OCC2(CC2)C(=O)O)C2=CC(=CC=C2)F)(C)F